Cl.N[C@H](C(=O)NS(=O)(=O)C)CC(C)C (S)-2-amino-4-methyl-N-(methylsulfonyl)pentanamide hydrochloride